C(C)(C)(C)P(CCNCCP(C(C)(C)C)C(C)(C)C)C(C)(C)C bis(2-di-t-butylphosphinoethyl)amine